5-(4-(pyridin-3-ylsulfonyl)piperazin-1-yl)-N-(p-tolyl)thiazolo[5,4-d]Pyrimidin-7-amine N1=CC(=CC=C1)S(=O)(=O)N1CCN(CC1)C=1N=C(C2=C(N1)SC=N2)NC2=CC=C(C=C2)C